C12N(CC(C1)C2)C=2C=1N(C=NC2C=2C=NNC2)N=C(N1)N[C@@H](CF)C (R)-8-(2-azabicyclo[2.1.1]hexan-2-yl)-N-(1-fluoropropan-2-yl)-7-(1H-pyrazol-4-yl)-[1,2,4]triazolo[1,5-c]pyrimidin-2-amine